phosphoric acid compound with piperazine N1CCNCC1.P(O)(O)(O)=O